(2-fluoroethyl) (difluoromethyl) carbonate C(OCCF)(OC(F)F)=O